C(C)(C)(C)OC(=O)N1CC(C1)NC1=CC(=C(C=C1)NC1=NC2=C(C=CC=C2C=N1)C1=NC=CC(=C1)NC(C=C)=O)OC 3-((4-((8-(4-Acrylamidopyridin-2-yl)quinazolin-2-yl)amino)-3-methoxyphenyl)amino)azetidine-1-carboxylic acid tert-butyl ester